N-Cyclohexylbenzothiazolsulfenamid C1(CCCCC1)NSC=1SC2=C(N1)C=CC=C2